C(C)C1=CC=C(OC2=CC=C(C=N2)S(=O)(=O)N2[C@H]([C@@H]3CC[C@H](C2)N3C(=O)OCCOC)C(NO)=O)C=C1 2-methoxyethyl (1S,2R,5R)-3-((6-(4-ethylphenoxy)pyridin-3-yl)sulfonyl)-2-(hydroxycarbamoyl)-3,8-diazabicyclo[3.2.1]octane-8-carboxylate